BrC=1C=C(N(N1)C1=CC(=CC=C1)OCC)C(C(C)(C)C)O 1-[5-bromo-2-(3-ethoxyphenyl)pyrazol-3-yl]-2,2-dimethylpropan-1-ol